C1(=CC=CC2=CC=CC=C12)C=1C2=CC=CC=C2C(=C2C=CC(=CC12)C1=CC=CC2=C(C=CC=C12)[Si](C)(C)C)C1=CC=CC=C1 9-(1-naphthyl)-10-phenyl-2-(5-trimethylsilyl-1-naphthyl)anthracene